FC(C=1C(=C(C=CC1)[C@@H](C#C)NC=1C=2C(N=C(N1)C)=CC(N(C2)C2(COCC2)C)=O)C)F 4-(((R)-1-(3-(difluoromethyl)-2-methylphenyl)prop-2-yn-1-yl)amino)-2-methyl-6-(3-methyltetrahydrofuran-3-yl)pyrido[4,3-d]pyrimidin-7(6H)-one